OC1C(OC(C(C1O)O)OC)COC(C=C)=O (3,4,5-Trihydroxy-6-methoxytetrahydropyran-2-yl)methylacrylat